CCS(=O)(=O)N[C@@H]1C[C@](CC1)(C1=NC=CC(=N1)CO)CC=1C=C(C=CC1)C1=CC(=CC=C1)O methyl-N-((1S,3R)-3-((3'-hydroxy-[1,1'-biphenyl]-3-yl)methyl)-3-(4-(hydroxymethyl)pyrimidin-2-yl)cyclopentyl)methanesulfonamide